CC1=C(C(=C(C1([Hf]C=1C(C2=CC=CC=C2C1)C(C)C)C)C)C)C pentamethylcyclopentadienyl(1-isopropylindenyl)hafnium